C(C)(C)(C)OC(=O)N[C@H](C(=O)NC1=CC=C(C(=O)O)C=C1)C1=CC=CC=C1 (S)-4-(2-((tert-butoxycarbonyl)amino)-2-phenylacetylamino)benzoic acid